CS(=O)(=O)OC1=C(C=CC=C1)C1CC(=NO1)C=1N=C(SC1)C1CCN(CC1)C(CN1N=C(C=C1C(F)F)C(F)F)=O 2-(3-(2-(1-(2-(3,5-bis(difluoromethyl)-1H-pyrazol-1-yl)acetyl)piperidin-4-yl)thiazol-4-yl)-4,5-dihydroisoxazol-5-yl)phenyl methanesulfonate